4-[1-(Oxan-2-yl)-3-(1,2,3,4-tetrahydro-1,5-naphthyridin-1-yl)-1H-pyrazolo[3,4-b]pyrazin-6-yl]-1',3'-dihydrospiro[cyclohexane-1,2'-inden] O1C(CCCC1)N1N=C(C=2C1=NC(=CN2)C2CCC1(CC3=CC=CC=C3C1)CC2)N2CCCC1=NC=CC=C21